FC(C1=CC=C(C=C1)N1N=C(C(=C1)C(C)C)N1CCN(CC1)CCN1CCOCC1)F 4-[2-[4-[1-[4-(difluoromethyl)phenyl]-4-isopropyl-pyrazol-3-yl]piperazin-1-yl]ethyl]morpholine